C1(CC1)C1=CC(=CC(=N1)NC(C=1C(N(C=C(C1)CN1CC(C1)OC)C1CC1)=O)=O)C1=C(C=C(C=C1)F)C1=NN=CN1C N-{6-cyclopropyl-4-[4-fluoro-2-(4-methyl-4H-1,2,4-triazol-3-yl)phenyl]-2-pyridyl}-1-cyclopropyl-5-[(3-methoxy-1-azetidinyl)methyl]-2-oxo-1,2-dihydronicotinamide